OC=1C(=CC(=C2C[C@H](OC(C12)=O)C)C)NC(C=C)=O (R)-N-(8-hydroxy-3,5-dimethyl-1-oxoisochroman-7-yl)acrylamide